N-({5-chloro-6-[(3-methyl-5-isoxazolyl)methoxy]-2-indolyl}methyl)2-fluorocyclopropanecarboxamide ClC=1C=C2C=C(NC2=CC1OCC1=CC(=NO1)C)CNC(=O)C1C(C1)F